C(=O)(O)C1=C(C=CC=C1)P(O)(O)=O carboxyl-phenylphosphonic acid